methyl (R)-2-(6-(1-((tert-butoxycarbonyl)amino)ethyl)-1H-pyrrolo[2,3-b]pyridin-2-yl)-3-cyclopropyl-6-fluoroimidazo[1,2-a]pyridine-7-carboxylate C(C)(C)(C)OC(=O)N[C@H](C)C1=CC=C2C(=N1)NC(=C2)C=2N=C1N(C=C(C(=C1)C(=O)OC)F)C2C2CC2